ClC1=CC(=C(C=C1)CC(=O)C1=CN(C2=CC=C(C=C12)S(F)(F)(F)(F)F)S(=O)(=O)C1=CC=C(C)C=C1)OC 2-(4-chloro-2-methoxyphenyl)-1-(5-(pentafluoro-λ6-sulfanyl)-1-tosyl-1H-indol-3-yl)ethanone